6-bromo-1-hexyne BrCCCCC#C